(R)-4,6-dichloro-1-(2-methylbutyl)-1H-pyrrolo[3,2-c]pyridine ClC1=NC(=CC2=C1C=CN2C[C@@H](CC)C)Cl